C1(=CC=CC=C1)P(C(=O)C1=CC2=CC=CC=C2C=C1)(C(=O)C1=CC2=CC=CC=C2C=C1)=O phenylbis(2-naphthoyl)phosphine oxide